NC(C(CCC(=O)OC(C)(C)C)N1C(C2=C(C(=CC=C2C1)Br)OS(=O)(=O)C(F)(F)F)=O)=O tert-butyl 5-amino-4-(6-bromo-1-oxo-7-(((trifluoromethyl)sulfonyl)oxy) isoindolin-2-yl)-5-oxopentanoate